3-oxo-4-cholestenoic acid C[C@H](CCC[C@@H](C)C(=O)O)[C@H]1CC[C@@H]2[C@@]1(CC[C@H]3[C@H]2CCC4=CC(=O)CC[C@]34C)C